1,4-bis(((3-ethyloxetan-3-yl)methoxy)methyl)benzene C(C)C1(COC1)COCC1=CC=C(C=C1)COCC1(COC1)CC